C(C=1C(=C(C(=O)O)C=CC1)N)C=1C(=C(C(=O)O)C=CC1)N methylenebis(o-aminobenzoic acid)